COCC1(CCC2=CC=CC=C12)COC 1,1-bis(methoxymethyl)-2,3-dihydro-1H-indene